FC1(CCN(CC1)C1=NC=2C(=CC(=CC2C=2N1C=C(N2)C(F)(F)F)C)[C@@H](C)NC2=C(C#N)C=CC=C2)F (R)-2-((1-(5-(4,4-difluoropiperidin-1-yl)-9-methyl-2-(trifluoromethyl)imidazo[1,2-c]quinazolin-7-yl)ethyl)amino)benzonitrile